[Si](C1=CC=CC=C1)(C1=CC=CC=C1)(C(C)(C)C)OC1CC(C1)C(=O)OC methyl (1s,3s)-3-[(tert-butyldiphenylsilyl)oxy]cyclobutane-1-carboxylate